2-oxoethylmorpholine C1COCCN1CC=O